BrC1=C2C(=CN=C1)SC(=C2C)C(=O)NC 4-bromo-N,3-dimethylthieno[2,3-c]pyridine-2-carboxamide